FC1=C(C(=CC=C1)C)N1CC(CC1)(C)NCC=1C(=NN(C1)C)[N+](=O)[O-] [1-(2-Fluoro-6-methyl-phenyl)-3-methyl-pyrrolidin-3-yl]-(1-methyl-3-nitro-1H-pyrazol-4-ylmethyl)-amine